7-morpholin-4-ylpyrazolo[1,5-a]pyridin-3-ylamine N1(CCOCC1)C1=CC=CC=2N1N=CC2N